COC1=CC=C(C=C1)CN1CCC=2C(=C3C=C(SC3=NC12)C)O 12-[(4-Methoxyphenyl)methyl]-5-methyl-4-thia-2,12-diazatricyclo[7.3.0.03,7]dodeca-1(9),2,5,7-tetraene-8-ol